rel-(R)-N-Methyl-1-(5-(pyrimidin-4-yl)isochroman-1-yl)methanamine hydrochloride salt Cl.CNC[C@@H]1OCCC2=C(C=CC=C12)C1=NC=NC=C1 |o1:4|